N1=PC=CC=C1 [1,2]Azaphosphine